COC=1C=C(C=C(C1C)OC)NC(OC(C)(C)C)=O tert-butyl (3,5-dimethoxy-4-methylphenyl)carbamate